4-((2-((1s,5r)-1-(aminomethyl)-3-azabicyclo[3.1.0]hex-3-yl)-1H-benzo[d]imidazol-1-yl)methyl)benzonitrile NC[C@]12CN(C[C@@H]2C1)C1=NC2=C(N1CC1=CC=C(C#N)C=C1)C=CC=C2